NCCNS(=O)(=O)C=1C=2C=CN=CC2C=C(C1)C1=CC(=CC=C1)F 7-(3-fluorophenyl)-isoquinoline-5-sulfonic acid (2-amino-ethyl)-amide